5-n-butyl-3-sec-butyl-4-hydroxy-1-isopropyl-pyrazole C(CCC)C1=C(C(=NN1C(C)C)C(C)CC)O